ClC=1C=CC(=C(C1)C1=CC(=C(N=N1)OCCN1CCN(CC1)C)C1=NC2=CC(=CC=C2C(=C1)N)OC)F [6-(5-chloro-2-fluorophenyl)-3-[2-(4-methylpiperazin-1-yl)ethoxy]pyridazin-4-yl]-7-methoxyquinolin-4-amine